7-methoxy-2-((2-(piperidin-1-yl)pyridin-3-yl)methyl)imidazo[1,2-c]quinazolin-5-amine COC1=CC=CC=2C=3N(C(=NC12)N)C=C(N3)CC=3C(=NC=CC3)N3CCCCC3